C1=CSC=2C(=NC=3C=CC=CC3C21)C(=O)OCC Ethyl thieno[2,3-c]quinoline-4-carboxylate